2-((2S)-2-(1-cyclopropyl-1H-pyrazol-4-yl)-4-morpholinyl)-4-(trans-3-(difluoromethyl)cyclobutyl)-6,7-dimethylpteridine C1(CC1)N1N=CC(=C1)[C@H]1CN(CCO1)C1=NC2=NC(=C(N=C2C(=N1)[C@@H]1C[C@H](C1)C(F)F)C)C